methyl 6-methyl-4-(oxan-4-yl)pyridine-3-carboxylate CC1=CC(=C(C=N1)C(=O)OC)C1CCOCC1